carbon trichlorosilane Cl[SiH](Cl)Cl.[C]